C(C)(C)(C)OC(=O)N(C([O-])=O)C1=CC=NC=2C(NCCC12)=O (tert-butoxycarbonyl)(8-oxo-5,6,7,8-tetrahydro-1,7-naphthyridin-4-yl)carbamate